FC(C(O)CCC[C@@H](C)[C@H]1CC[C@H]2[C@@H]3CC=C4C[C@H](CC[C@]4(C)[C@H]3CC[C@]12C)O)(F)F 24-(2,2,2-Trifluoro-1-hydroxyethyl)cholane-6(5)-ene-3β-ol